ClC1=NC=C(C(=C1)C1=C(C=NC(=C1)C)C(=O)NC=1SC(=NN1)OCC1OC(COC1)(C)C)OC 2'-chloro-N-(5-((6,6-dimethyl-1,4-dioxane-2-yl)methoxy)-1,3,4-thiadiazol-2-yl)-5'-methoxy-6-methyl-(4,4'-bipyridine)-3-carboxamide